(S)-1-(piperazine-1-carbonyl)piperidine-3-carboxylic acid hydrochloride Cl.N1(CCNCC1)C(=O)N1C[C@H](CCC1)C(=O)O